Tetratriacontanol C(CCCCCCCCCCCCCCCCCCCCCCCCCCCCCCCCC)O